arsenic ditelluride [As](=[Te])=[Te]